ClC1=NC=C(C(=C1)C1=C(C=NC(=C1)C)C(=O)NC=1SC2=C(N1)CN(C2)C(C2=NC=C(C(=C2)C)C#N)=O)OC 2'-Chloro-N-(5-(5-cyano-4-methyl-picolinoyl)-5,6-dihydro-4H-pyrrolo[3,4-d]thiazol-2-yl)-5'-methoxy-6-methyl-[4,4'-bipyridine]-3-carboxamide